NC=1C=C(C=CC1C(=O)O)C1=CC=C(C=C1)C(=O)O 3-amino-[1,1'-biphenyl]-4,4'-dicarboxylic acid